NCCCCCCCCCNC1=C2C(N(C(C2=CC=C1)=O)C1C(NC(CC1)=O)=O)=O 4-((9-Aminononyl)amino)-2-(2,6-dioxopiperidin-3-yl)isoindoline-1,3-dione